C1(NC(=CC2=CC=CC=C12)C(=O)O)=O isoquinolonecarboxylic acid